CC=1C=C(\C=C/C=2C=CC(=C(C2)NC(=S)NC2=CC=C(C=C2)F)OC)C=C(C1C)C (Z)-1-(5-(3,4,5-trimethylstyryl)-2-methoxyphenyl)-3-(4-fluorophenyl)thiourea